(9H-fluoren-9-yl)methyl ((3S,5S)-5-(((R)-1,2,3,4-tetrahydronaphthalen-1-yl)carbamoyl)pyrrolidin-3-yl)carbamate TFA Salt OC(=O)C(F)(F)F.[C@H]1(CCCC2=CC=CC=C12)NC(=O)[C@@H]1C[C@@H](CN1)NC(OCC1C2=CC=CC=C2C=2C=CC=CC12)=O